C(CCCCCCCCCCC\C=C/CCCCCCCC)NC(=O)N N-(13Z)-13-docosen-1-ylurea